COC(CN)OC 2,2-dimethoxy-ethylamine